ethoxy-5-[(2R)-2-ethyl-4-[2-(trifluoromethyl)bicyclo[2.2.1]heptane-2-carbonyl]piperazin-1-yl]-N-[(3R)-pyrrolidin-3-yl]-[2,3'-bipyridine]-6-carboxamide C(C)OC=1C(=NC(=C(C1)N1[C@@H](CN(CC1)C(=O)C1(C2CCC(C1)C2)C(F)(F)F)CC)C(=O)N[C@H]2CNCC2)C=2C=NC=CC2